N1=CSC=2CN(CCC21)C(=O)OC(C)(C)C.N2=CSC=1CN(CCC12)C(=O)OC(C)(C)C di-tert-butyl bis(6,7-dihydrothiazolo[5,4-c]pyridine-5(4H)-carboxylate)